3-(1,1-difluoroethyl)-4-methyl-1-((1-methylcyclopropyl)methyl)-N-(2-sulfamoylpyridin-4-yl)-1H-pyrazole-5-carboxamide FC(C)(F)C1=NN(C(=C1C)C(=O)NC1=CC(=NC=C1)S(N)(=O)=O)CC1(CC1)C